(8R)-7-Acetyl-5-(4-aminophenyl)-8,9-dihydro-8-methyl-7H-1,3-dioxolo[4,5-h][2,3]benzodiazepine C(C)(=O)N1N=C(C2=C(C[C@H]1C)C=C1C(=C2)OCO1)C1=CC=C(C=C1)N